C(C)(C)(C)C1=CC=C(C=C1)C=1N=C2N(C=CC=C2)C1CN1CCN(CC1)C(=O)C1=C(C=CC=C1)F (4-{[2-(4-tert-butylphenyl)imidazo[1,2-a]pyridine-3-yl]methyl}piperazin-1-yl)(2-fluorophenyl)methanone